CN(C(C(=O)C1=CC=C(C=C1)N1CCOCC1)CC)C 2-dimethylamino-1-(4-morpholinophenyl)-1-butanone